C1(C=CC(C=C1)CC1=CC=C(C=C1)S(=O)(=O)N)CC1=CC=C(C=C1)S(=O)(=O)N (cyclohexane-2,5-diene-1,4-diyl)bis(4-toluenesulfonamide)